3-Fluoro-N'-((2,4,5,6-tetrahydro-1H-cyclobuta[f]inden-3-yl)carbamoyl)-6,7-dihydro-4H-thieno[3,2-c]pyran-2-sulfonimidamide FC1=C(SC2=C1COCC2)S(=O)(N)=NC(NC2=C1C(=CC=3CCCC23)CC1)=O